NC1=NC=2CN(CCC2C2=C1N=C(N2CC(CO)(C)CO)COCC)C(=O)OCC2=CC=C(C=C2)CN 4-(aminomethyl)benzyl 4-amino-2-(ethoxymethyl)-1-(3-hydroxy-2-(hydroxymethyl)-2-methylpropyl)-1,6,8,9-tetrahydro-7H-imidazo[4,5-c][1,7]naphthyridine-7-carboxylate